FC1=C(CN2[C@@H]3CN([C@H](C2)C3)C(=O)OC(C)(C)C)C=CC(=C1)F tert-butyl (1S,4S)-5-(2,4-difluorobenzyl)-2,5-diazabicyclo[2.2.1]heptan-2-carboxylate